5-phenylamino-1,2,4-triazine-6-carboxamide C1(=CC=CC=C1)NC=1N=CN=NC1C(=O)N